C(C(C)C)N1C(CCCC1)C(F)(F)F 1-isobutyl-2-(trifluoromethyl)piperidin